C(C#C)(=O)O propynic acid